C1(=CC=CC=C1)C1=CC(=NN1)N 5-phenyl-1H-pyrazol-3-amine